CC(C)C1=NC(=CS1)CN(C)C(=O)N[C@@H](C(C)C)C(=O)N[C@@H](CC2=CC=CC=C2)C[C@@H]([C@H](CC3=CC=CC=C3)NC(=O)OCC4=CN=CS4)O The molecule is an L-valine derivative that is L-valinamide in which alpha-amino group has been acylated by a [(2-isopropyl-1,3-thiazol-4-yl)methyl]methylcarbamoyl group and in which a hydrogen of the carboxamide amino group has been replaced by a (2R,4S,5S)-4-hydroxy-1,6-diphenyl-5-{[(1,3-thiazol-5-ylmethoxy)carbonyl]amino}hexan-2-yl group. A CYP3A inhibitor and antiretroviral drug from the protease inhibitor class used to treat HIV infection and AIDS, it is often used as a fixed-dose combination with another protease inhibitor, lopinavir. Also used in combination with dasabuvir sodium hydrate, ombitasvir and paritaprevir (under the trade name Viekira Pak) for treatment of chronic hepatitis C virus genotype 1 infection as well as cirrhosis of the liver. It has a role as an antiviral drug, a HIV protease inhibitor, an environmental contaminant and a xenobiotic. It is a member of 1,3-thiazoles, a L-valine derivative, a carbamate ester, a member of ureas and a carboxamide.